Cl.COC(=O)C=1O[C@H]([C@@H]([C@H](C1)N)NC(C)=O)[C@@H]([C@@H](CO)O)OC (4S,5R,6R)-5-acetamido-4-amino-6-[(1R,2R)-2,3-dihydroxy-1-methoxypropyl]-5,6-dihydro-4H-pyran-2-carboxylic acid methyl ester hydrochloride